(rac)-2-(1-methylpyrrolidin-3-yl)-7-(4-piperidyl)-3H-imidazo[4,5-b]pyridine, hydrochloride Cl.CN1C[C@@H](CC1)C1=NC=2C(=NC=CC2C2CCNCC2)N1 |r|